tetroxin O1OOOC=C1